3-(4-(trifluoromethyl)phenyl)-1,5-dimethyl-pyrazol-4-ol FC(C1=CC=C(C=C1)C1=NN(C(=C1O)C)C)(F)F